C(C=1C(C(=O)[O-])=CC=CC1)(=O)OCC(CCCC)CC(=O)O mono[2-carboxymethylhexyl] phthalate